FC1=NC(=CC(=C1)NC1=CC=C(C(=N1)C(=O)NC1(CCCC1)C)OC)F 6-[(2,6-difluoro-4-pyridinyl)amino]-3-methoxy-N-(1-methylcyclopentyl)pyridine-2-carboxamide